ClC=1C(=C(CN2[C@@H](CC(CC2)(C(=O)O)CC2=NC(=CC=C2F)NC2=NNC(=C2)C)CC)C=CC1)F (2R)-1-(3-chloro-2-fluorobenzyl)-2-ethyl-4-((3-fluoro-6-((5-meth-yl-1H-pyrazol-3-yl)amino)pyridin-2-yl)methyl)piperidine-4-carboxylic acid